BrC1=NC(=C(C=2N=C(N=C(C21)N2[C@H]([C@@H]1CC[C@H](C2)N1C(=O)OC(C)(C)C)[C@H](C)C=C)SCC)F)Cl tert-butyl (1S,2S,5R)-3-(5-bromo-7-chloro-2-(ethylthio)-8-fluoropyrido[4,3-d]pyrimidin-4-yl)-2-((R)-but-3-en-2-yl)-3,8-diazabicyclo[3.2.1]octane-8-carboxylate